3-methyl-4-[dimethoxy(trimethylsiloxy)silyl]styrene CC=1C=C(C=C)C=CC1[Si](O[Si](C)(C)C)(OC)OC